CN1CCC1 (2S)-1-methylazetidin